(R)-2-fluoro-3-methyl-6-(4-methyl-7-(1-methylpiperidin-3-yl)-7H-imidazo[4,5-c]pyridazin-3-yl)phenol FC1=C(C(=CC=C1C)C1=C(C2=C(N=N1)N(C=N2)[C@H]2CN(CCC2)C)C)O